6-(((5-(cyclopropylamino)imidazo[1,2-c]pyrimidin-2-yl)methyl)amino)pyrimidin C1(CC1)NC1=NC=CC=2N1C=C(N2)CNC2=CC=NC=N2